(2R,5'S)-5-cyclopropyl-5'-methyl-3H-spiro[furo[2,3-c]pyridine-2,3'-pyrrolidine]-1'-carboxylic acid tert-butyl ester C(C)(C)(C)OC(=O)N1C[C@]2(C[C@@H]1C)CC=1C(=CN=C(C1)C1CC1)O2